1,3-bis(2-hydroxyethylthioethyl)-cyclohexane OCCSCCC1CC(CCC1)CCSCCO